CC(C)N1N=CC(=C1)C1=NN2C(=NC=3C=CC=CC3C2=N1)NC=1C(N=CC=CC1)=O (3R)-3-({2-[1-(propan-2-yl)-1H-pyrazol-4-yl][1,2,4]triazolo[1,5-c]quinazolin-5-yl}amino)azepin-2-one